C12OCC(CC1)(CC2)CO[C@@H]([C@H](NC(=O)[C@@H]2CN(CC21CNC1)C(=O)C1=CN=CS1)C(=O)OC)C methyl O-((2-oxabicyclo[2.2.2]octan-4-yl)methyl)-N-((S)-6-(thiazole-5-carbonyl)-2,6-diazaspiro[3.4]octane-8-carbonyl)-L-threoninate